[Sr].[Ba] barium strontium